2-[1-[3-(trifluoromethyl)phenyl]propan-2-ylamino]ethyl benzoate C(C1=CC=CC=C1)(=O)OCCNC(CC1=CC(=CC=C1)C(F)(F)F)C